piperidyl benzoate C(C1=CC=CC=C1)(=O)ON1CCCCC1